C1(N(CCCCCCCC1)C(=O)O)(C1CCCCCCCCC1)C(=O)O 2-azabicyclodecanedioic acid